1-(6-amino-2-(4,4-difluoropiperidin-1-yl)pyridin-3-yl)pyrrolidin-2-one NC1=CC=C(C(=N1)N1CCC(CC1)(F)F)N1C(CCC1)=O